FC(C)(F)C1=CC(=CC=2N=C(OC21)C=2C=C(C=CC2)C2=C(C=C(C=C2)F)C2=NN=CN2C)CN[C@H]2[C@H](CCC2)O (1S,2R)-2-(((7-(1,1-Difluoroethyl)-2-(4'-fluoro-2'-(4-methyl-4H-1,2,4-triazol-3-yl)-[1,1'-biphenyl]-3-yl)benzo[d]oxazol-5-yl)methyl)amino)cyclopentan-1-ol